C(C)OC(=O)C1=NN(C2=CC=CC(=C2C1=O)CC=O)C1=CC=C(C=C1)OC(F)(F)F 4-oxo-5-(2-oxoethyl)-1-[4-(trifluoromethoxy)phenyl]cinnoline-3-carboxylic acid ethyl ester